FC1(C(N(C2=CC=CC=C12)C)=O)C=1C(N(C2=CC=CC=C2C1)C)=O 3-(3-fluoro-1-methyl-2-oxoindol-3-yl)-1-methylquinolin-2(1H)-one